Cl.SC(CCCCCCCCCC)N sulfhydryl-undecanamine hydrochloride